tert-butyl 4-cyano-4-(2-(trifluoromethyl)benzyl)piperidine-1-carboxylate C(#N)C1(CCN(CC1)C(=O)OC(C)(C)C)CC1=C(C=CC=C1)C(F)(F)F